bis(3,4,6-trichloro-2-{[(3-methylphenyl)methoxy] carbonyl} phenyl)oxalate ClC=1C(=C(C(=CC1Cl)Cl)OC(C(=O)OC1=C(C(=C(C=C1Cl)Cl)Cl)C(=O)OCC1=CC(=CC=C1)C)=O)C(=O)OCC1=CC(=CC=C1)C